9H-Fluoren-9-yl (S)-N-cyclopentyl-P-phenylphosphonamidate C1(CCCC1)N[P@](OC1C2=CC=CC=C2C=2C=CC=CC12)(=O)C1=CC=CC=C1